C(C)N(CC)CC1=CC=C2C=CC=NC2=C1O 7-(N,N-diethylaminomethyl)quinolin-8-ol